1-(2'-aminoethyl)-2-methyl-1H-imidazol NCCN1C(=NC=C1)C